C(C)OC1=C(C=CC(=N1)[C@@H](CS(=O)(=O)C)N1C(C=2C(C1=O)=CSC2NC(C)=O)=O)OC (S)-N-(5-(1-(6-ethoxy-5-methoxypyridin-2-yl)-2-(methylsulfonyl)ethyl)-4,6-dioxo-5,6-dihydro-4H-thieno[3,4-c]pyrrol-1-yl)acetamide